N-(tert-butyldimethylsilyl)-2-(difluoromethyl)thiazole-5-sulfonamide tert-butyl-4-(iodomethyl)piperidine-1-carboxylate C(C)(C)(C)OC(=O)N1CCC(CC1)CI.[Si](C)(C)(C(C)(C)C)NS(=O)(=O)C1=CN=C(S1)C(F)F